F[C@H]1CNCC[C@H]1NC(=O)C=1C2=C(N=C(N1)N1C=NC=C1)C=CN2 N-((3S,4R)-3-fluoropiperidin-4-yl)-2-(1H-imidazol-1-yl)-5H-pyrrolo[3,2-d]pyrimidine-4-carboxamide